N(C1=CC=CC=C1)C1=C(NC2=C1C(NC1(C2)CCC1)=O)C1=CC(=NC=C1)NC(C(CC(F)F)C1=CC=C(C=C1)F)=O (-)-N-[4-(3'-anilino-4'-oxo-1',4',5',7'-tetrahydrospiro[cyclobutane-1,6'-pyrrolo[3,2-c]pyridin]-2'-yl)pyridin-2-yl]-4,4-difluoro-2-(4-fluorophenyl)butanamide